rac-tert-butyl (3aR,4S,6aS)-4-aminohexahydrocyclopenta[c]pyrrole-2(1H)-carboxylate N[C@H]1CC[C@@H]2CN(C[C@@H]21)C(=O)OC(C)(C)C |r|